FC1(CCN(CC1)C=1C=C(C=C(C1)C)NC(C1=C(C=C(C=C1)NS(=O)(=O)CCO)N1CC2CC2(CC1)C)=O)F N-(3-(4,4-difluoropiperidin-1-yl)-5-methylphenyl)-4-((2-hydroxyethyl)sulfonamido)-2-(6-methyl-3-azabicyclo[4.1.0]heptane-3-yl)benzamide